ONC(\C=C\C1=C(C=CC=C1)N1CCN(CC1)S(=O)(=O)C1=C(C=CC=C1)OC)=O (E)-N-hydroxy-3-(2-(4-((2-methoxyphenyl)sulfonyl)piperazin-1-yl)phenyl)acrylamide